(E)-9-octadecen-1-ol C(CCCCCCC\C=C\CCCCCCCC)O